COC=1C=C(C=NNC(=O)C2=NC=CN=C2)C=C(C1)OC N'-(3,5-dimethoxybenzylidene)pyrazine-2-carbohydrazide